5-[(1R)-1-[(2S)-morpholin-2-yl]ethoxy]-7-[1-(propan-2-yl)-1H-pyrazol-4-yl]-1,6-naphthyridine N1C[C@H](OCC1)[C@@H](C)OC1=C2C=CC=NC2=CC(=N1)C=1C=NN(C1)C(C)C